OCC(C1=C(C=CC=C1)C(C)C)S[C@@H]1O[C@@H]([C@@H]([C@@H]([C@H]1O)N1N=NC(=C1)C1=CC(=C(C(=C1)F)F)F)O)CO (2S,3R,4S,5R,6R)-2-((2-Hydroxy-1-(2-isopropylphenyl)ethyl)thio)-6-(hydroxymethyl)-4-(4-(3,4,5-trifluorophenyl)-1H-1,2,3-triazol-1-yl)tetrahydro-2H-pyran-3,5-diol